o-aminoanisolesulfonic acid NC1(C(C=CC=C1)OC)S(=O)(=O)O